N-(2-(4-methylpiperazin-1-yl)ethyl)-1H-pyrazolo[4,3-c]pyridin-3-amine CN1CCN(CC1)CCNC1=NNC2=C1C=NC=C2